N-(5-((E)-2-(2-(((1r,4r)-4-aminocyclohexyl)amino)pyrimidin-5-yl)vinyl)-6-methylpyridin-2-yl)-2-chlorobenzenesulfonamide NC1CCC(CC1)NC1=NC=C(C=N1)/C=C/C=1C=CC(=NC1C)NS(=O)(=O)C1=C(C=CC=C1)Cl